C(C(C)C)C1=CC=C2CCC(C2=C1)=O 6-isobutyl-2,3-dihydro-1H-inden-1-one